CC(=CCC1(C=CC(=C2OC=3C=C(C=C(C3C(C2)=O)O)O)C=C1)O)C 4'-dimethylallyl-apigenin